CC=1C=C2C=NN(C2=CC1OC1C=2C=CC(=C(C2CCC1)S(=O)(=O)C)C#N)C=1C=NN(C1)C 5-((5-Methyl-1-(1-methyl-1H-pyrazol-4-yl)-1H-indazol-6-yl)oxy)-1-(methylsulfonyl)-5,6,7,8-tetrahydronaphthalene-2-carbonitrile